OCC1=CC=C(O1)C1=NC=2C(=C3C(=NC2)NC=C3)N1C=1C=NN(C1)CCC#N 3-(4-(2-(5-(hydroxymethyl)furan-2-yl)imidazo[4,5-d]pyrrolo[2,3-b]pyridin-1(6H)-yl)-1H-pyrazol-1-yl)propionitrile